N-(4-(2-2H-1,2,3-triazolyl)butyl)-3-(3-ethyl-5-(4-methoxyphenyl)-1-1H-1,2,4-triazolyl)benzamide N=1N(N=CC1)CCCCNC(C1=CC(=CC=C1)N1N=C(N=C1C1=CC=C(C=C1)OC)CC)=O